C(CCCCCCCCCCCCC)(=O)OCCOC(CCCCCCCCCCCCC)=O ethylene glycol dimyristate